5-(4-(4-cyanophenyl)-5-hydroxy-3-methyl-1H-pyrazol-1-yl)pyrazine-2-carboxylic acid C(#N)C1=CC=C(C=C1)C=1C(=NN(C1O)C=1N=CC(=NC1)C(=O)O)C